C(#N)C=1C=CC=2N(C(N=C(C2N1)N1C[C@H](N(C[C@@H]1C)C(C(=O)NC1(CC1)N)C(C)C)CC)=O)C N'-(2-((2r,5s)-4-(6-cyano-1-methyl-2-oxo-1,2-dihydropyrido[3,2-d]pyrimidin-4-yl)-2-ethyl-5-methylpiperazin-1-yl)-3-methylbutanoyl)cyclopropanediamine